COC1=CC=C(C=C1)S(=O)(=O)C=1C=NC2=CC=C(C=C2C1N1CCN(CCC1)CCN1CCCC1)C(=O)OCC ethyl 3-((4-methoxyphenyl)sulfonyl)-4-(4-(2-(pyrrolidin-1-yl)ethyl)-1,4-diazepan-1-yl)quinoline-6-carboxylate